N-(5-(tert-butyl)pyrazin-2-yl)-1,1-diphenylmethanimine C(C)(C)(C)C=1N=CC(=NC1)N=C(C1=CC=CC=C1)C1=CC=CC=C1